4-(4-((4-fluoro-2-isopropoxyphenyl)amino)pyrido[3,2-d]pyrimidin-6-yl)piperazine-1-carboxamide FC1=CC(=C(C=C1)NC=1C2=C(N=CN1)C=CC(=N2)N2CCN(CC2)C(=O)N)OC(C)C